FC1=C(C=CC=C1)C=1C(=CC2=C(N(C(N=C2N2[C@H](CN(CC2)C(C=C)=O)C)=O)C2=C(C=CC=C2)C(C)C)N1)C 7-(2-fluorophenyl)-6-methyl-4-((2S)-2-methyl-4-(2-propenoyl)-1-piperazinyl)-1-(2-(2-propanyl)phenyl)pyrido[2,3-d]pyrimidin-2(1H)-one